ethylene glycol bis(TRIMELLITATE) C(C=1C(C(=O)O)=CC(C(=O)O)=CC1)(=O)O.C(C=1C(C(=O)O)=CC(C(=O)O)=CC1)(=O)O.C(CO)O